ClC1=C(C=C(C=C1)F)C1=CC=C(N=N1)NCC1=CSC=2CN(CCC21)CC2(CCCCC2)O 1-((3-(((6-(2-chloro-5-fluorophenyl)pyridazin-3-yl)amino)methyl)-4,7-dihydrothieno[2,3-c]pyridin-6(5H)-yl)methyl)cyclohexan-1-ol